C(C1=CC=CC=C1)OC1=C(N(C=C(C1=O)C(NCC1=C(C=C(C=C1F)F)F)=O)N(C(OC(C)(C)C)=O)C(C)C=C)C(N[C@@H](C)C=C)=O tert-butyl (3-(benzyloxy)-2-(((S)-but-3-en-2-yl)carbamoyl)-4-oxo-5-((2,4,6-trifluorobenzyl)carbamoyl)pyridin-1(4H)-yl)(but-3-en-2-yl)carbamate